COC1=CC=C(C=C1)C(OC[C@@]1(COC[C@@H](O1)N1C(N=C(C=C1)C1=C(C(=O)N)C=CC=C1)=O)CO[Si](C(C)C)(C(C)C)C(C)C)(C1=CC=CC=C1)C1=CC=C(C=C1)OC [1-[(2R,6S)-6-[[bis(4-methoxyphenyl)-phenyl-methoxy]methyl]-6-(triisopropylsilyloxy-methyl)-1,4-dioxan-2-yl]-2-oxo-pyrimidin-4-yl]benzamide